2-ethylhexyl-α-cyano-p-phenylcinnamate C(C)C(COC(C(=CC1=CC=C(C=C1)C1=CC=CC=C1)C#N)=O)CCCC